N1-(tert-butyl)-N2-((S)-1-(((S)-4-hydroxy-3-oxo-1-((S)-2-oxopiperidin-3-yl)butan-2-yl)amino)-4,4-dimethyl-1-oxopentan-2-yl)oxalamide C(C)(C)(C)NC(C(=O)N[C@H](C(=O)N[C@@H](C[C@H]1C(NCCC1)=O)C(CO)=O)CC(C)(C)C)=O